8-((4,5-dihydro-1H-imidazol-2-yl)methoxy)-5,6-dimethyl-6H-pyrido[4,3-b]carbazole N1C(=NCC1)COC=1C=CC=2C=3C=C4C(=C(C3N(C2C1)C)C)C=CN=C4